tert-butyl (6aR)-4-chloro-1-(3,3-dimethylpyrrolidin-1-yl)-3-(2-fluoro-6-hydroxyphenyl)-12-oxo-6a,7,9,10-tetrahydro-6H-pyrazino[2,1-c]pyrido[3,4-f][1,4]oxazepine-8(12H)-carboxylate ClC1=C(N=C(C=2C(N3[C@@H](COC21)CN(CC3)C(=O)OC(C)(C)C)=O)N3CC(CC3)(C)C)C3=C(C=CC=C3O)F